N-({2-fluoro-3-methoxy-6-[3-(trifluoromethyl)-1,2,4-triazol-1-yl]phenyl}methyl)-1-[(2-methyl-3,4-dihydro-1H-isoquinolin-7-yl)methyl]pyrazole-4-carboxamide FC1=C(C(=CC=C1OC)N1N=C(N=C1)C(F)(F)F)CNC(=O)C=1C=NN(C1)CC1=CC=C2CCN(CC2=C1)C